7-(2-chloro-4-((5-chloro-4-((2-(dimethylphosphoryl)phenyl)amino)pyrimidin-2-yl)amino)phenyl)-7-azaspiro[3.5]nonan-2-one ClC1=C(C=CC(=C1)NC1=NC=C(C(=N1)NC1=C(C=CC=C1)P(=O)(C)C)Cl)N1CCC2(CC(C2)=O)CC1